diethanolamine cetyl-sulfate tert-Butyl-(3S,4R)-4-hydroxy-3-((R)-5H-imidazo[5,1-a]isoindol-5-yl)piperidin-1-carboxylat C(C)(C)(C)OC(=O)N1C[C@H]([C@@H](CC1)O)[C@H]1N2C(C3=CC=CC=C13)=CN=C2.C(CCCCCCCCCCCCCCC)OS(=O)(=O)O.N(CCO)CCO